ClC1=CC=C2C(=NN(C2=C1)C1=CC(=CC=C1)S(=O)(=O)C)C(CC)N1N=C(C=2C1=NC=NC2N)C2=CC(=C(C=C2)OC)F 1-(1-(6-Chloro-1-(3-(methylsulfonyl)phenyl)-1H-indazol-3-yl)propyl)-3-(3-fluoro-4-Methoxyphenyl)-1H-pyrazolo[3,4-d]pyrimidin-4-amine